N-[4-[[3-[[3-(aminomethyl)cyclobutanecarbonyl]amino]cyclobutyl]carbamoyl]-3-chloro-phenyl]-5-(2,3-difluoro-4-methoxyphenyl)-1-methylimidazole-2-carboxamide NCC1CC(C1)C(=O)NC1CC(C1)NC(=O)C1=C(C=C(C=C1)NC(=O)C=1N(C(=CN1)C1=C(C(=C(C=C1)OC)F)F)C)Cl